3α,6α-dihydroxy-5β-cholan-24-oic acid O[C@H]1C[C@H]2[C@H](C[C@H]3[C@@H]4CC[C@H]([C@@H](CCC(=O)O)C)[C@]4(CC[C@@H]3[C@]2(CC1)C)C)O